(S)-N-(7-((4-hydroxy-1-(4-phenoxypyridylpyridyl)piperidin-4-yl)ethynyl)-5-methyl-4-oxo-2,3,4,5-tetrahydrobenzo[b][1,4]oxazepin-3-yl)-4-phenoxypyridineamide OC1(CCN(CC1)C1=NC=CC=C1C1=NC=CC(=C1)OC1=CC=CC=C1)C#CC1=CC2=C(OC[C@@H](C(N2C)=O)NC(=O)C2=NC=CC(=C2)OC2=CC=CC=C2)C=C1